2-benzylheptanol C(C1=CC=CC=C1)C(CO)CCCCC